5-bromo-3-methyl-1-(2-(2-oxopyrrolidin-1-yl)ethyl)-1,3-dihydro-2H-benzo[d]imidazol-2-one BrC1=CC2=C(N(C(N2C)=O)CCN2C(CCC2)=O)C=C1